F[C@@H]1CN(CC1)C(=O)C1=CC=C(C=C1)C=1C=C2CCN(C(C2=CC1)=O)C=1C=CC(=C(C1)NS(=O)(=O)C)OCOCCOC (S)-N-(5-(6-(4-(3-fluoropyrrolidine-1-carbonyl)phenyl)-1-oxo-3,4-dihydroisoquinolin-2(1H)-yl)-2-((2-methoxyethoxy)methoxy)phenyl)methanesulfonamide